BrC1=C(C=C2C(=NC(=NC2=C1F)Cl)N1CC2CCC(C1)N2C(=O)OC(C)(C)C)I tert-Butyl 3-(7-bromo-2-chloro-8-fluoro-6-iodo-quinazolin-4-yl)-3,8-diazabicyclo[3.2.1]octane-8-carboxylate